N-cyclopropyl-2-fluoro-5-(5-(1-(2-hydroxyethyl)-1H-pyrazol-4-yl)-6-((2-hydroxyethyl)amino)pyridin-3-yl)-4-methylbenzamide C1(CC1)NC(C1=C(C=C(C(=C1)C=1C=NC(=C(C1)C=1C=NN(C1)CCO)NCCO)C)F)=O